OC(C)C1=C(C=C(C(=O)O)C=C1)C1=CC2=C(NC=N2)C=C1 4-(1-hydroxyethyl)-3-(1H-benzimidazol-5-yl)benzoic acid